3-fluorobenzylammonium FC=1C=C(C[NH3+])C=CC1